[Fe].[Si].[Sr] strontium-silicon-iron